FC1(CCN(CC1)C1=NC(=CC(=C1N)N)C)F (4,4-difluoropiperidin-1-yl)-6-methylpyridin-3,4-diamine